N[C@H]1C[C@@H](CC1)NC(OC(C)(C)C)=O tert-butyl (1R,3R)-3-aminocyclopentylcarbamate